C(C)(=O)OCCS(NC1=CC(=C(C=C1)C(NC=1C(N(C=CC1)C1CC(C1)(F)F)=O)=O)N1CC[Si](CC1)(C)C)(=O)=O 2-(N-(4-((1-(3,3-difluorocyclobutyl)-2-oxo-1,2-dihydropyridin-3-yl)carbamoyl)-3-(4,4-dimethyl-1,4-azasilinan-1-yl)phenyl)sulfamoyl)ethyl acetate